NC(C(=O)OCC)C aminopropionic acid, ethyl ester